N-(3-(4-bromo-1-(2,2,2-trifluoroethyl)-1H-indol-2-yl)prop-2-yn-1-yl)-2-methoxy-4-(methylsulfonyl)aniline BrC1=C2C=C(N(C2=CC=C1)CC(F)(F)F)C#CCNC1=C(C=C(C=C1)S(=O)(=O)C)OC